(S)-2-Amino-N-(3-fluoro-2,4-dihydroxyphenethyl)-3-hydroxypropanamide N[C@H](C(=O)NCCC1=C(C(=C(C=C1)O)F)O)CO